3-(Bromomethyl)-2-methylbenzenesulfonyl chloride BrCC=1C(=C(C=CC1)S(=O)(=O)Cl)C